[Ti+4].[S-2].[Nb+5] niobium sulfide titanium